(S)-(2-Chlorophenyl)(4-methyl-7-azabicyclo[2.2.1]heptan-1-yl)methanol hydrochloride Cl.ClC1=C(C=CC=C1)[C@H](O)C12CCC(CC1)(N2)C